C1(=CC=CC=C1)C1=NOC(=N1)C=1SC=CC1 3-phenyl-5-thiophene-2-yl-1,2,4-oxadiazole